2-(2,6-dioxo-piperidin-3-yl)isoindoline-1,3-dione O=C1NC(CCC1N1C(C2=CC=CC=C2C1=O)=O)=O